(S)-1-(6-chloro-5-fluoro-1-(oxetan-3-yl)-1H-pyrrolo[2,3-b]pyridin-3-yl)-2,2-difluoroethan-1-amine ClC1=C(C=C2C(=N1)N(C=C2[C@@H](C(F)F)N)C2COC2)F